3-((1r,4r)-4-(2-fluoro-4-methylpyridin-3-yl)cyclohexyl)-7-methyl-1-((3-(trifluoromethyl)pyridin-2-yl)methyl)-1,8-naphthyridin-2(1H)-one FC1=NC=CC(=C1C1CCC(CC1)C=1C(N(C2=NC(=CC=C2C1)C)CC1=NC=CC=C1C(F)(F)F)=O)C